xylene-alpha-thiol C=1(C(=CC=CC1)C)CS